4-(methylsulfonylvinyl)benzene-1,2-diol CS(=O)(=O)C=CC=1C=C(C(=CC1)O)O